The molecule is an S-hydrocarbyl-L-cysteine in which the hydrocarbyl component can be any polyprenyl group. It is a tautomer of a S-polyprenyl-L-cysteine zwitterion. CC(=CCC/C(=C/CSC[C@@H](C(=O)O)N)/C)C